FC1(CCN(CC1)C(=O)C=1C=C2C(=NC1)N(C=C2)C=2C=NC=C(C(=O)NCC(C)(C)C)C2)F 5-(5-(4,4-difluoropiperidine-1-carbonyl)-1H-pyrrolo[2,3-b]pyridin-1-yl)-N-neopentylnicotinamide